COC(=O)[C@@H]1OC2(O[C@H]1C1=CC=CC=C1)CCCC2 (2R,3S)-methyl-3-phenyl-1,4-dioxaspiro[4.4]nonane-2-carboxylate